2-ethyl-2-butyl-1,3-hexanediol C(C)C(CO)(C(CCC)O)CCCC